(R)-(1-(2-(3-(2-(((2,5-dichlorophenyl)sulfonyl)oxy)phenyl)-5-phenyl-1H-pyrazole-1-yl)-acetamido)-3-methylbutyl)boronic acid ClC1=C(C=C(C=C1)Cl)S(=O)(=O)OC1=C(C=CC=C1)C1=NN(C(=C1)C1=CC=CC=C1)CC(=O)N[C@@H](CC(C)C)B(O)O